2-((5-amino-4-((2-(dimethylamino)ethyl)(methyl)amino)-2-methoxyphenyl)amino)-8-methyl-6-phenylpyrido[2,3-d]pyrimidin-7(8H)-one NC=1C(=CC(=C(C1)NC=1N=CC2=C(N1)N(C(C(=C2)C2=CC=CC=C2)=O)C)OC)N(C)CCN(C)C